5-chloro-N-(3-((2-chloropyrimidin-5-yl)ethynyl)-2,4-difluorophenyl)-2-methylpyridine-3-sulfonamide ClC=1C=C(C(=NC1)C)S(=O)(=O)NC1=C(C(=C(C=C1)F)C#CC=1C=NC(=NC1)Cl)F